2-BROMO-4-CHLORO-1-(1,1-DIFLUOROETHOXY)BENZENE Hydrogen fluoride F.BrC1=C(C=CC(=C1)Cl)OC(C)(F)F